C(C(C)C)OC1=CC=C2C(C(=COC2=C1)C1=CC=C(C=C1)OC)=O 7-isobutoxy-3-(4-methoxyphenyl)-4H-chromen-4-one